4-acetoxy-1-methyl-5-oxopyrrolidine-3-carboxylic acid C(C)(=O)OC1C(CN(C1=O)C)C(=O)O